C(CCCCCCCCCCCCCCCCC)S octadecanothiol